BrC1=CC=CC(=N1)N1C(OC[C@@H]1C)=O (S)-3-(6-bromopyridin-2-yl)-4-methyl-oxazolidin-2-one